1-octylnonyl 8-({2-[4-(dimethylamino)butyroxy]ethyl}[7-(9-methyldecyloxycarbonyl)heptyl]amino)octanoate CN(CCCC(=O)OCCN(CCCCCCCC(=O)OC(CCCCCCCC)CCCCCCCC)CCCCCCCC(=O)OCCCCCCCCC(C)C)C